[Pd+2].[PH4+] phosphonium palladium(II)